(3-phenylpropyl)-pyridine C1(=CC=CC=C1)CCCC1=NC=CC=C1